(S)-N-(8,9-difluoro-6-oxo-1,2,3,4,5,6-hexahydrobenzo[c][1,7]naphthyridin-1-yl)-8-(difluoromethyl)-N-methyl-indolizine-2-carboxamide FC=1C(=CC2=C(C(NC=3CNC[C@H](C23)N(C(=O)C=2C=C3C(=CC=CN3C2)C(F)F)C)=O)C1)F